bis(4-hydroxy-3,5-dimethylphenyl)-1-(4-trifluoromethylphenyl)methane OC1=C(C=C(C=C1C)C(C1=CC=C(C=C1)C(F)(F)F)C1=CC(=C(C(=C1)C)O)C)C